(4-Fluoro-3-formylphenyl)boric acid FC1=C(C=C(C=C1)OB(O)O)C=O